2-(6-chloro-4-methoxypyridazin-3-yl)-1,1,1-trifluoropropan-2-ol ClC1=CC(=C(N=N1)C(C(F)(F)F)(C)O)OC